COCCOCCOCCOCCOCCOCCOCCOCCOCCO 2-[2-[2-[2-[2-[2-[2-[2-(2-methoxyethoxy)ethoxy]ethoxy]ethoxy]ethoxy]ethoxy]ethoxy]ethoxy]ethanol